O=C1[C@H]([C@H](CC1)CC(=O)OC)CCCCC (+)-METHYL (1R)-CIS-3-OXO-2-PENTYL-1-CYCLOPENTANEACETATE